2-methoxy-5-(2-(5-methyl-2-(thiophen-2-yl)piperidin-1-yl)-2-oxoacetamido)nicotinamide COC1=C(C(=O)N)C=C(C=N1)NC(C(=O)N1C(CCC(C1)C)C=1SC=CC1)=O